N[C@H](C(=O)O)CC(=O)C1=C(C=C(C=C1)Cl)N (2S)-2-Amino-4-(2-amino-4-chlorophenyl)-4-oxobutanoic acid